pentyl p-toluate C1(=CC=C(C=C1)C(=O)OCCCCC)C